N-(pent-4-en-1-yl)benzamide C(CCC=C)NC(C1=CC=CC=C1)=O